N-(5-(7-(cyanomethyl)benzo[d]oxazol-2-yl)-8-(methylamino)-2,7-naphthyridin-3-yl)cyclopropanecarboxamide C(#N)CC1=CC=CC=2N=C(OC21)C2=C1C=C(N=CC1=C(N=C2)NC)NC(=O)C2CC2